difluorodimethylcyclopropane FC1C(C1(C)C)F